C1(CC1)C1=NC=NC(=C1C=1N=CC2=C(N1)N(C(C=C2)=O)CC2=CC=C(C=C2)C=2NC=C(N2)C(F)(F)F)OC 2-(4-cyclopropyl-6-methoxypyrimidin-5-yl)-8-({4-[4-(trifluoromethyl)-1H-imidazol-2-yl]phenyl}methyl)pyrido[2,3-d]pyrimidin-7-one